acrylamide hydrochloric acid salt Cl.C(C=C)(=O)N